trichloropara-xylene ClC=1C(=C(C(=C(C1)C)Cl)Cl)C